(5-diphenylphosphono-9,9-dimethyl-xanthen-4-yl)-diphenyl-phosphine C1(=CC=CC=C1)OP(=O)(OC1=CC=CC=C1)C1=C2OC=3C(=CC=CC3C(C2=CC=C1)(C)C)P(C1=CC=CC=C1)C1=CC=CC=C1